C(CCCCCCC)SCC1(CC(=CC=C1O)CSCCCCCCCC)C 2,4-bis{(octylthio)methyl}-o-cresol